BrC1=CC2=C(N=C(N=C(C2=C(C)C)C2=CC=CC=C2)C2=CC=C(C=C2)Br)C=C1 7-Bromo-2-(4-bromophenyl)-4-phenyl-5-(propan-2-ylidene)-5H-benzo[d][1,3]diazepine